Cl.NC/C(/COC=1C=C2CCN(C(C2=CC1)=O)CC(=O)NC1CCC1)=C\F [6-[(E)-2-(aminomethyl)-3-fluoro-allyloxy]-1-oxo-3,4-dihydroisoquinolin-2-yl]-N-cyclobutyl-acetamide hydrochloride